Hydroxylammonium O[NH3+]